C(C)C1=C(C(C(=O)O)=CC=C1)OCCCCCC.C(C=1C(O)=CC=CC1)(=O)OC(CCCCC)CC ethylhexyl Salicylate (Ethylhexyl Salicylate)